N-(4-(5-(((3aR,5s,6aS)-octahydrocyclopenta[c]pyrrol-5-yl)amino)pyrazin-2-yl)phenyl)acetamide C1NC[C@H]2[C@@H]1CC(C2)NC=2N=CC(=NC2)C2=CC=C(C=C2)NC(C)=O